C1=NC=C(C2=CC=CC=C12)N1C(N(C[C@@H]1C#N)C1=NC=C(C=N1)C(F)(F)F)=O (R)-3-(isoquinolin-4-yl)-2-oxo-1-(5-(trifluoromethyl)pyrimidin-2-yl)imidazoline-4-carbonitrile